8-(5-(2-morpholinylethoxy)pyridin-2-yl)-N-(6-(piperazin-1-yl)pyridin-3-yl)quinazolin-2-amine N1(CCOCC1)CCOC=1C=CC(=NC1)C=1C=CC=C2C=NC(=NC12)NC=1C=NC(=CC1)N1CCNCC1